phospho(phosphorus) P(=O)(=O)[P]